C(#N)C1=CC(=NN1C1CCC(CC1)=C(F)F)NC(C1=C(C=C(C=C1)I)N1CCC2(CC2)CC1)=O N-(5-cyano-1-(4-(difluoromethylene)cyclohexyl)-1H-pyrazol-3-yl)-4-iodo-2-(6-azaspiro[2.5]octan-6-yl)benzamide